dioleoyl-adipic acid amide C(CCCCCCC\C=C/CCCCCCCC)(=O)C(C(=O)N)(CCCC(=O)O)C(CCCCCCC\C=C/CCCCCCCC)=O